N1CC(C1)C=1N(C2=C(C=NC=3N=C(C=CC23)OC)N1)CC1=CC(=C(C=C1)S(=O)(=O)N)F 4-((2-(azetidin-3-yl)-7-methoxy-1H-imidazo[4,5-c][1,8]naphthyridin-1-yl)methyl)-2-fluorobenzenesulfonamide